FC1=C(C=C(C(=C1)N1C[C@H](N([C@H](C1)C)C)C)NC(=O)C1=CN(C(C=C1C(F)(F)F)=O)C)C1=CCCN(C1)C(=O)OC(C)(C)C tert-butyl 5-[2-fluoro-5-[[1-methyl-6-oxo-4-(trifluoromethyl)pyridine-3-carbonyl]amino]-4-[(3R,5S)-3,4,5-trimethylpiperazin-1-yl]phenyl]-3,6-dihydro-2H-pyridine-1-carboxylate